2-methylsulfanyl-sarcosine CSC(NC)C(=O)O